BrC=1C=CC2=C(N=C(O2)C2=CC=C(C=C2)Br)C1 5-bromo-2-(4-bromo-phenyl)-benzoxazole